BrC1=C(C=CC(=C1)C1CC1)CO (2-bromo-4-cyclopropyl-phenyl)methanol